FC1=C(C=CC=2N1N=C(N2)C2=C1C=C(N=CC1=C(N=C2)NC)NC(=O)C2CC2)N2C[C@@H](OCC2)C (S)-N-(5-(5-fluoro-6-(2-methylmorpholino)-[1,2,4]triazolo[1,5-a]pyridin-2-yl)-8-(methylamino)-2,7-naphthyridin-3-yl)cyclopropanecarboxamide